tert-butyl-2,2-dimethyl-N-(4-phenylbutyl)-4-(2-pyridyl)piperazine-1-carboxamide 2,2-dimethyl-4-(2-pyridyl)piperazine-1-carboxylate CC1(N(CCN(C1)C1=NC=CC=C1)C(=O)O)C.C(C)(C)(C)C1C(N(CCN1C1=NC=CC=C1)C(=O)NCCCCC1=CC=CC=C1)(C)C